5-chloro-2-[4-[(2S)-2-(hydroxymethyl)morpholin-4-yl]-6,7-dihydro-5H-cyclopenta[d]pyridazin-1-yl]phenol ClC=1C=CC(=C(C1)O)C1=NN=C(C2=C1CCC2)N2C[C@H](OCC2)CO